2-(trifluoromethyl)-5-(3-(trifluoromethoxy)phenyl)furan-3-carboxylic acid FC(C=1OC(=CC1C(=O)O)C1=CC(=CC=C1)OC(F)(F)F)(F)F